ClC1=CC=C(C=C1)CCCCOC=1C(=C(C=2CC(OC(C2C1)=O)O)C=O)OC 7-(4-(4-Chlorophenyl)butoxy)-3-hydroxy-6-methoxy-1-oxoisochromane-5-carbaldehyde